1-benzyl-N5-(3-ethoxy-2-methoxycyclobutyl)-N3-methyl-2-oxo-1,2-dihydropyridine-3,5-dicarboxamide C(C1=CC=CC=C1)N1C(C(=CC(=C1)C(=O)NC1C(C(C1)OCC)OC)C(=O)NC)=O